tert-Butyl (2-{4-[6-(trifluoromethyl)pyridin-2-yl]piperidin-1-yl}ethyl)carbamate FC(C1=CC=CC(=N1)C1CCN(CC1)CCNC(OC(C)(C)C)=O)(F)F